C(C)OC1=C(C=C(C(=C1)N1CCC(CC1)N1CCN(CC1)C)C)C1(NC=NC(=C1)NC1=CC(=NC=C1)C1=C(C=CC=C1)F)N 4-(2-ethoxy-5-methyl-4-(4-(4-methylpiperazin-1-yl)piperidin-1-yl)phenyl)-N6-(2-(2-fluorophenyl)pyridin-4-yl)pyrimidine-4,6-diamine